(2-methoxyphenyl)isothiazol-5-amine COC1=C(C=CC=C1)C1=NSC(=C1)N